amino-1-(4-aminophenyl)-1,3,3-Trimethylindane NC1C(C2=CC=CC=C2C1(C)C)(C)C1=CC=C(C=C1)N